BrC1=CC=C2C3(CC=4C(=NOC4C2=C1)NS(=O)(=O)C1=C(C(=CC=C1)F)OC)CC3 N-(8'-bromo-4'H-spiro[cyclopropane-1,5'-naphtho[2,1-d]isoxazol]-3'-yl)-3-fluoro-2-methoxybenzenesulfonamide